1-((3R,4S)-4-fluoro-1-(2-methoxyethyl)-4-phenylpyrrolidin-3-yl)-3-(2-phenyl-2,4,5,6-tetrahydrocyclopenta[c]pyrazol-3-yl)urea F[C@@]1([C@@H](CN(C1)CCOC)NC(=O)NC1=C2C(=NN1C1=CC=CC=C1)CCC2)C2=CC=CC=C2